Cl.C(C)N=C=NCCCN(C)C ethyl[3-(dimethylamino)propyl]carbodiimide hydrochloride Salt